ClC(=O)N1C(C(N(CC1)CCN(C(OC(C)(C)C)=O)C)=O)=O tert-butyl (2-(4-(chlorocarbonyl)-2,3-dioxopiperazin-1-yl)ethyl)(methyl)carbamate